(2,4,6-trifluorophenyl-phenyl)methylamine FC1=C(C(=CC(=C1)F)F)C1=C(C=CC=C1)CN